4-bromo-2-(1-tetrahydropyran-2-ylpyrazol-4-yl)pyridine methyl-(R)-3-(6-(2,5-dichloropyrimidin-4-yl)-4-fluoro-1-isopropyl-1H-benzo[d]imidazol-2-yl)pyrrolidine-1-carboxylate COC(=O)N1C[C@@H](CC1)C1=NC2=C(N1C(C)C)C=C(C=C2F)C2=NC(=NC=C2Cl)Cl.BrC2=CC(=NC=C2)C=2C=NN(C2)C2OCCCC2